NC1=CC(=NC=C1OC1CC1)C=O 4-AMINO-5-CYCLOPROPOXYPICOLINALDEHYDE